ClC=1C(=NC(=NC1)NC1=C(C=C(C=C1)N1[C@H]2CN([C@@H](C1)C2)C)OC(F)F)NC2=C(SC=C2)C(=O)N 3-((5-chloro-2-((2-(difluoromethoxy)-4-((1R,4R)-5-methyl-2,5-diazabicyclo[2.2.1]heptan-2-yl)phenyl)amino)pyrimidin-4-yl)amino)thiophene-2-carboxamide